OCCOC1=CC=C(C=C1)C1(C2=CC=CC=C2C=2C=CC=CC12)C1=CC=C(C=C1)OCCOCCOC1=CC=CC=C1 9-(4-(2-hydroxyethoxy)phenyl)-9-(4-(2-phenoxyethoxyethoxy)phenyl)fluorene